FC(CN1N=C(C(=C1)NC1=NC=CC(=N1)C1=CC=CC(=N1)N1N=NC(=C1)[C@]1(C(N(CC1)C)=O)O)OC)F (R)-3-(1-(6-(2-((1-(2,2-Difluoroethyl)-3-methoxy-1H-pyrazol-4-yl)amino)pyrimidin-4-yl)pyridin-2-yl)-1H-1,2,3-triazol-4-yl)-3-hydroxy-1-methylpyrrolidin-2-one